NC1=NC(=CC(=N1)N1CCC2(C[C@H](NC2)C(=O)OCC)CC1)O[C@@H](C(F)(F)F)C1=C(C=C(C=C1)Cl)C1=CC(=CC=C1)S(N(C)C)(=O)=O (S)-ethyl 8-(2-amino-6-((R)-1-(5-chloro-3'-(N,N-dimethylsulfamoyl)-[1,1'-biphenyl]-2-yl)-2,2,2-trifluoroethoxy)pyrimidin-4-yl)-2,8-diazaspiro[4.5]decane-3-carboxylate